4,6-dichloropyrimidine-4,5,6-13C Cl[13C]1=NC=N[13C](=[13CH]1)Cl